C(=C)C1CNCCOC1 6-ethenylhexahydro-1,4-oxazepine